Cl.C12CC(C1)(C2)N Bicyclo[1.1.1]Pentane-3-amine HCl salt